C(#N)C[C@H]1CN(CCN1C(C=C)=O)C=1C2=C(N=C(N1)OC[C@H]1N(CCC1)CCC(=O)O)CN(CC2)C2=CC=CC1=CC=CC(=C21)I 3-[(2S)-2-[[4-[(3S)-3-(cyanomethyl)-4-prop-2-enoyl-piperazin-1-yl]-7-(8-iodo-1-naphthyl)-6,8-dihydro-5H-pyrido[3,4-d]pyrimidin-2-yl]oxymethyl]pyrrolidin-1-yl]propionic acid